[Br-].P phosphine bromide salt